ClC=1C=NC=C(C1)N1[C@@H](CN([C@@H](C1)C)C)C 3-Chloro-5-[(2R,5R)-2,4,5-trimethylpiperazin-1-yl]pyridine